3,5-di-tert-butyl-4-hydroxyhydrocinnamoylhydrazine C(C)(C)(C)C=1C=C(CCC(=O)NN)C=C(C1O)C(C)(C)C